butyl-methanesulfonate C(CCC)CS(=O)(=O)[O-]